ClC=1C=C2C(=NC1)[C@]1([C@@](O2)([C@@H]([C@@]([C@H]1O)(C(=O)OC)F)C1=CC=CC=C1)C1=CC=C(C=C1)C#N)O |&1:11| Rac-methyl (5aR,6S,8S,8aS)-3-chloro-5a-(4-cyanophenyl)-7-fluoro-8,8a-dihydroxy-6-phenyl-5a,7,8,8a-tetrahydro-6H-cyclopenta[4,5]furo[3,2-b]pyridine-7-carboxylate